IC=1C(=NN2C1COCC2)COC2OCCCC2 iodo-2-(((tetrahydro-2H-pyran-2-yl)oxy)methyl)-6,7-dihydro-4H-pyrazolo[5,1-c][1,4]oxazine